9,10-bis(isopropoxycarbonyl-butyleneoxy)anthracene C(C)(C)OC(=O)CCCCOC=1C2=CC=CC=C2C(=C2C=CC=CC12)OCCCCC(=O)OC(C)C